C(C)OC=1N(C=CN1)C ethoxy(methyl)-1H-imidazole